Methyl 2-(1-(cyclopropylmethyl)-7-(1-(tetrahydro-2H-pyran-2-carbonyl)piperidin-4-yl)-1H-indol-2-yl)-4-methoxy-3-methylpyrazolo[1,5-a]pyridine-6-carboxylate C1(CC1)CN1C(=CC2=CC=CC(=C12)C1CCN(CC1)C(=O)C1OCCCC1)C1=NN2C(C(=CC(=C2)C(=O)OC)OC)=C1C